2-(1-isopropyl-1H-benzo[d][1,2,3]triazol-5-yl)-5-(3-methoxyphenyl)thiazole C(C)(C)N1N=NC2=C1C=CC(=C2)C=2SC(=CN2)C2=CC(=CC=C2)OC